2-[(dimethylamino)methylidene]-1-(1,2,3,4-tetrahydroisoquinolin-2-yl)butane-1,3-dione CN(C)C=C(C(=O)N1CC2=CC=CC=C2CC1)C(C)=O